CC1(NC(CC(C1)C(C(C(C(C(=O)[O-])C1CC(NC(C1)(C)C)(C)C)(C(=O)[O-])CCCCCCCCCCCCC)(C(=O)[O-])CCCCCCCCCCCCC)C(=O)[O-])(C)C)C bis(2,2,6,6-tetramethyl-4-piperidyl)-bis(tridecyl)-1,2,3,4-butanetetracarboxylate